7-bromo-4-methyl-2,3-dihydro-1-benzopyran-4-ol BrC1=CC2=C(C(CCO2)(O)C)C=C1